C(C=C)(=O)N1CC2(C1)CCN(CC2)C2=C(C#N)C(=CN=C2)C2=C1C=NNC1=CC=C2C 3-(2-acryloyl-2,7-diazaspiro[3.5]nonan-7-yl)-5-(5-methyl-1H-indazol-4-yl)isonicotinonitrile